CN(CC(C)O)CC(C)O methylbis-(2-hydroxypropyl)amine